7-fluoro-1-methyl-4-[4-methyl-4-(5-methyl-1,3-benzoxazol-2-yl)piperidin-1-yl]-2-oxo-1,2-dihydroquinoline-3-carbonitrile FC1=CC=C2C(=C(C(N(C2=C1)C)=O)C#N)N1CCC(CC1)(C=1OC2=C(N1)C=C(C=C2)C)C